NC1=NC(=C2N(C(N(C2=N1)[C@@H]1O[C@@H](C[C@H]1O)[C@H](CC)O)=O)CC1CC1)Cl 2-amino-6-chloro-7-(cyclopropylmethyl)-9-((2R,3R,5S)-3-hydroxy-5-((S)-1-hydroxypropyl)tetrahydrofuran-2-yl)-7,9-dihydro-8H-purin-8-one